3-(1-(5-bromo-3-fluoropyridin-2-yl)-1H-imidazol-4-yl)morpholine BrC=1C=C(C(=NC1)N1C=NC(=C1)C1NCCOC1)F